C1(=CC(=CC=C1)S(=O)(=O)N1CC(CCC1)C=1C=C(OC(C(=O)O)(C)C)C=CC1)C1=CC=CC=C1 2-(3-(1-([1,1'-biphenyl]-3-ylsulfonyl)piperidin-3-yl)phenoxy)-2-methylpropanoic acid